7-methoxycoumarinacetic acid COC1=CC=C2C=C(C(OC2=C1)=O)CC(=O)O